(R)-1-(1-(1-((1-(4-(4-(3-Amino-6-(2-hydroxyphenyl)pyridazin-4-yl)morpholin-2-yl)benzoyl)-4-fluoropiperidin-4-yl)methyl)piperidin-4-yl)-3-cyclopropyl-1H-indol-5-yl)dihydropyrimidine NC=1N=NC(=CC1N1C[C@H](OCC1)C1=CC=C(C(=O)N2CCC(CC2)(F)CN2CCC(CC2)N2C=C(C3=CC(=CC=C23)N2CNCC=C2)C2CC2)C=C1)C1=C(C=CC=C1)O